O=S1(C2=C(C=C1)C=CC(=C2)NC(C(=C)C2=CC1=CC=CC=C1C=C2)=O)=O N-(1,1-dioxidobenzo[b]thiophen-6-yl)-2-(naphthalen-2-yl)acrylamide